(R)-1-(3-(3-(2-cyano-2-(pyridin-2-yl)vinyl)phenoxy)propanamido)-2-(2,4-dimethylphenyl)ethylboronic acid C(#N)C(=CC=1C=C(OCCC(=O)N[C@@H](CC2=C(C=C(C=C2)C)C)B(O)O)C=CC1)C1=NC=CC=C1